bis(3-triethoxysilyl-1-propyl) dithiosebacate C(CCCCCCCCC(=S)OCCC[Si](OCC)(OCC)OCC)(=S)OCCC[Si](OCC)(OCC)OCC